C1(C2=CC=C(C(=O)O1)C=C2)=O terephthalic anhydride